4-bromo-1-methyl-1H-benzo[d]Imidazole BrC1=CC=CC=2N(C=NC21)C